C(C)(=O)OCC1=NC2=CC=CC=C2C(N1C1=CC=C(C=C1)NC(CC1=CC(=C(C(=C1)OC)OC)OC)=O)=O (4-oxo-3-(4-(2-(3,4,5-trimethoxyphenyl)acetamido)phenyl)-3,4-dihydro quinazolin-2-yl)methyl acetate